tert-butyl 4-(((3R,4R)-3-(4-(tert-butoxycarbonyl) phenyl)-1-((1r,3R)-3-fluorocyclobutyl) piperidin-4-yl) methyl)-5,7-dimethyl-1H-indole-1-carboxylate C(C)(C)(C)OC(=O)C1=CC=C(C=C1)[C@@H]1CN(CC[C@H]1CC1=C2C=CN(C2=C(C=C1C)C)C(=O)OC(C)(C)C)C1CC(C1)F